6-amino-5-(3-methoxy-2,6-dimethyl-phenyl)-2-[1-(trifluoromethyl)vinyl]pyrrolo[2,3-b]pyrazine-7-carboxamide NC1=C(C=2C(=NC=C(N2)C(=C)C(F)(F)F)N1C1=C(C(=CC=C1C)OC)C)C(=O)N